N-(9-((2R,3R,4R,5R)-3-((tert-butyldimethylsilyl)oxy)-5-(((tert-butyldimethylsilyl)oxy)methyl)-4-(fluoromethoxy)tetrahydrofuran-2-yl)-9H-purin-6-yl)benzamide [Si](C)(C)(C(C)(C)C)O[C@H]1[C@@H](O[C@@H]([C@H]1OCF)CO[Si](C)(C)C(C)(C)C)N1C2=NC=NC(=C2N=C1)NC(C1=CC=CC=C1)=O